CC=1C=C(C=NC1)C=1C=CC2=C(C=3CN(C(C3C=C2)=O)CC(C(=O)N)=C)C1 2-{[8-(5-methylpyridin-3-yl)-3-oxo-1H,2H,3H-benzo[e]isoindol-2-yl]methyl}prop-2-enamide